NC1=NC=C(C(=N1)OCC=1N=C2N(C=C(C=C2N2C(N(C(C2)=O)C)=O)C2CC2)C1)COC 1-(2-(((2-amino-5-(methoxymethyl)pyrimidin-4-yl)oxy)methyl)-6-cyclopropylimidazo[1,2-a]pyridin-8-yl)-3-methylimidazolidine-2,4-dione